tert-butyl (7E)-7-(2-ethoxy-2-oxo-ethylidene)-2-azaspiro[3.3]heptane-2-carboxylate C(C)OC(\C=C\1/CCC12CN(C2)C(=O)OC(C)(C)C)=O